ethyl (6R)-6-[4-(5-chloro-2-tetrahydropyran-4-yl-3-pyridyl)piperazin-1-yl]-2-azaspiro[3.4]octane-2-carboxylate ClC=1C=C(C(=NC1)C1CCOCC1)N1CCN(CC1)[C@H]1CC2(CN(C2)C(=O)OCC)CC1